anthracendione C1(C(C=CC2=CC3=CC=CC=C3C=C12)=O)=O